diethyl[2-({1-[(naphthalen-1-yl)methyl]naphthalen-2-yl}oxy)ethyl]amine C(C)N(CCOC1=C(C2=CC=CC=C2C=C1)CC1=CC=CC2=CC=CC=C12)CC